C(=O)C1=C(C(=O)N2CCCC23CCN(CC3)C(=O)OC(C)(C)C)C=CC(=C1)C(F)(F)F tert-butyl 1-(2-formyl-4-(trifluoromethyl) benzoyl)-1,8-diazaspiro[4.5]decane-8-carboxylate